CNC1=C2C(=NC(=C1)NC1=CC=C(C=3CCOC31)C(=O)N3C[C@H](CC3)N3CCOCC3)NC=C2C(F)(F)F (S)-(7-((4-(methylamino)-3-(trifluoromethyl)-1H-pyrrolo[2,3-b]pyridin-6-yl)amino)-2,3-dihydrobenzo-furan-4-yl)(3-morpholinopyrrolidin-1-yl)methanone